CN(C)CC=1C=C(OC2CCN(CC2)CC(CC#N)N2N=CC(=C2)C=2C3=C(N=CN2)NC=C3)C=C(C1)F 4-(4-{3-[(dimeth-ylamino)methyl]-5-fluorophenoxy}-piperidin-1-yl)-3-[4-(7H-pyrrolo-[2,3-d]pyrimidin-4-yl)-1H-pyrazol-1-yl]butanenitrile